fluorine ferric chloride sulfate S(=O)(=O)(O)O.[Fe](Cl)(Cl)Cl.[F]